(14-(1-(2,6-Dioxopiperidin-3-yl)-3-methyl-2-oxo-2,3-dihydro-1H-benzo[d]imidazol-5-yl)-3,6,9,12-tetraoxatetradecyl)carbamic acid tert-butyl ester C(C)(C)(C)OC(NCCOCCOCCOCCOCCC1=CC2=C(N(C(N2C)=O)C2C(NC(CC2)=O)=O)C=C1)=O